N-(2-([1,2,4]triazolo[4,3-a]pyridin-3-yl)ethyl)-1-(4-ethynylbenzyl)-1H-indazole-3-carboxamide N=1N=C(N2C1C=CC=C2)CCNC(=O)C2=NN(C1=CC=CC=C21)CC2=CC=C(C=C2)C#C